C1(CC1)C=1SC(=CN1)C=1C=C(C=CC1)N(C(=O)[C@@H]1CC[C@H](CC1)CO)C[C@@H]1CC[C@H](CC1)C1=CC(=C(C=C1)OC)C trans-N-(3-(2-Cyclopropylthiazol-5-yl)phenyl)-4-(hydroxymethyl)-N-((trans-4-(4-methoxy-3-methylphenyl)cyclohexyl)methyl)cyclohexanecarboxamide